C(#N)C1(CSC1)NC(=O)C1=NC(=CC=C1OC)NC1=CC(=CC(=C1)F)F N-(3-cyanothietan-3-yl)-6-(3,5-difluoroanilino)-3-methoxy-pyridine-2-carboxamide